1-((3-((benzyloxy)amino)-3-oxopropyl)sulfonyl)-N-(2-(difluoromethoxy)-6-methylpyridin-3-yl)-3-(2-isopropylphenyl)azetidine-3-carboxamide C(C1=CC=CC=C1)ONC(CCS(=O)(=O)N1CC(C1)(C(=O)NC=1C(=NC(=CC1)C)OC(F)F)C1=C(C=CC=C1)C(C)C)=O